sodium (3,3-difluoro-2-hydroxy-2-methyl-propanoate) FC(C(C(=O)[O-])(C)O)F.[Na+]